N1=C(C=CC=C1)C1=NC(=CC(=C1)C1=CC=C(C=C1)OB(O)O)C1=NC=CC=C1 (4-(2,2':6',2''-terpyridin-4'-yl)phenyl)boric acid